COC1(CC(C(C(C(OC2(CCN(C2)C)CNCC(C1)C)=O)C)=O)C)C 12-methoxy-2,8,10,12,14-pentamethyl-6-oxa-2,16-diazaspiro[4.12]heptadecane-7,9-dione